tert-butyl 6-chloro-3-(3-methoxybenzyl)-2-oxo-2,3-dihydro-1H-benzo[d]imidazole-1-carboxylate ClC=1C=CC2=C(N(C(N2CC2=CC(=CC=C2)OC)=O)C(=O)OC(C)(C)C)C1